NC=1C=C(C=CC1[N+](=O)[O-])N1CCC(CC1)N1CCC(CC1)C(=O)OC(C)(C)C tert-butyl 1'-(3-amino-4-nitrophenyl)-[1,4'-bipiperidine]-4-carboxylate